ClC=1C(=NC=2CN(CCC2C1)CC1=NC2=C(N1C[C@H]1OCC1)C=C(C=C2)C(=O)OC)O methyl (S)-2-((3-chloro-2-hydroxy-5,8-dihydro-1,7-naphthyridin-7(6H)-yl) methyl)-1-(oxetan-2-ylmethyl)-1H-benzo[d]imidazole-6-carboxylate